(3S)-3-(2-{(S)-[(3-ethylisoxazole-4-carbonyl)amino](4-methylcyclohexyl)-methyl}-4-fluoro-1H-benzimidazol-5-yl)morpholine-4-carboxylic acid tert-butyl ester C(C)(C)(C)OC(=O)N1[C@H](COCC1)C1=C(C2=C(NC(=N2)[C@H](C2CCC(CC2)C)NC(=O)C=2C(=NOC2)CC)C=C1)F